Methyl 3-methylenecyclohexane-1-carboxylate C=C1CC(CCC1)C(=O)OC